NCCCCCNC1=C(C(=O)NC=2N=NC(=CC2)N(C)C)C=CC(=C1)Cl 2-((5-aminopentyl)amino)-4-chloro-N-(6-(dimethylamino)pyridazin-3-yl)benzamide